methyl((2-methyl-7-(5-(trifluoromethyl)-1,2,4-oxadiazol-3-yl)imidazo[1,2-a]pyridin-3-yl)imino)(thiazol-4-ylmethyl)-λ6-sulfanone CS(=O)(CC=1N=CSC1)=NC1=C(N=C2N1C=CC(=C2)C2=NOC(=N2)C(F)(F)F)C